2-(5-(o-tolyl)-1H-benzo[d]imidazol-2-yl)ethan-1-amine dihydrochloride Cl.Cl.C1(=C(C=CC=C1)C1=CC2=C(NC(=N2)CCN)C=C1)C